C1(=CC=CC=C1)C1=CNC=2N=CN=C(C21)N2CCOCC2 4-(5-Phenyl-7H-pyrrolo[2,3-d]pyrimidin-4-yl)morpholine